C[C@@H]1N(CCC1)CCCOC1=CC=C(N)C=C1 (S)-4-(3-(2-methylpyrrolidin-1-yl)propoxy)aniline